N-(3,5-difluoro-4-{[3-(propan-2-yl)-1H-pyrrolo[2,3-b]pyridin-4-yl]oxy}phenyl)-5-methyl-5-{[(propan-2-yl)oxy]methyl}-5,6-dihydro-4H-1,3-oxazin-2-amine FC=1C=C(C=C(C1OC1=C2C(=NC=C1)NC=C2C(C)C)F)NC=2OCC(CN2)(COC(C)C)C